2-methyl-2,4-dihydro-3H-1,2,4-triazole-3-thione CN1N=CNC1=S